C(C)(C)(C)OC(=O)N1C(CCC1)C1=CC=CC=N1 Pyridin-6-yl-pyrrolidine-1-carboxylic acid tert-butyl ester